4-chloro-10-(3,3-difluoropiperidin-4-yl)-7,7-dimethylindolo[1,2-a]quinazolin-5(7H)-one ClC=1C=2C(N=C3N(C2C=CC1)C1=CC(=CC=C1C3(C)C)C3C(CNCC3)(F)F)=O